CN1N=CC2=C1OC[C@@H](C(N2C)=O)NC(=O)C2=NNC=1CC[C@@H](CC21)C(F)(F)F (S)-N-((S)-1,4-dimethyl-5-oxo-4,5,6,7-tetrahydro-1H-pyrazolo[3,4-b][1,4]oxazepin-6-yl)-5-(trifluoromethyl)-4,5,6,7-tetrahydro-1H-indazole-3-carboxamide